glycero-3-phosphoglycerol OCC(O)COP(=O)(O)OCC(O)CO